2,3-dimethyl-1H-imidazole CC1NC=CN1C